5-(trifluoromethyl)-1H-benzo[d]imidazole-6-carbonitrile FC(C1=CC2=C(NC=N2)C=C1C#N)(F)F